7-cyclopropyl-4-(cyclopropylamino)-1-(3-vinylphenyl)quinazolin-2(1H)-one C1(CC1)C1=CC=C2C(=NC(N(C2=C1)C1=CC(=CC=C1)C=C)=O)NC1CC1